N-(2-methyl-2-azabicyclo[2.2.1]hept-5-yl)-6-[3-(4-mesyl-2-anisidino)-1-propynyl]-1-(2,2,2-trifluoroethyl)-1H-benzo[d]imidazole-4-carboxamide CN1C2CC(C(C1)C2)NC(=O)C2=CC(=CC=1N(C=NC12)CC(F)(F)F)C#CCNC=1C(OC)=CC=C(C1)S(=O)(=O)C